C1=C(C=CC=2OC3=C(C21)C=CC=C3)[C@H](C)NC3=CN=C(N(C3=O)CC(=O)O)N3CC=2N(CC3)C(=NN2)C(F)(F)F (S)-2-(5-((1-(dibenzo[b,d]furan-2-yl)ethyl)amino)-6-oxo-2-(3-(trifluoromethyl)-5,6-dihydro-[1,2,4]triazolo[4,3-a]pyrazin-7(8H)-yl)pyrimidin-1(6H)-yl)acetic acid